P(O)(O)(=S)O[C@H]1[C@H]([C@@H](O[C@@H]1CO)N1C=NC=2C(O)=NC=NC12)OC 2'-O-methylinosine-3'-phosphorothioate